4-({[(tert-butoxy)carbonyl]amino}amino)-6-oxo-1,6-dihydropyridine-3-carboxylic acid methyl ester COC(=O)C1=CNC(C=C1NNC(=O)OC(C)(C)C)=O